C(C)(C)(C)OC(=O)N1CCC(CC1)[C@H](C)N1CC(C1)C=1C=C(C=2N(C1)C(=NC2F)C)C2=C(C=C(C=C2)F)C(N(C(C)C)CC)=O 4-[(1S)-1-[3-(8-{2-[ethyl(isopropyl)carbamoyl]-4-fluorophenyl}-1-fluoro-3-methylimidazo[1,5-a]pyridin-6-yl)azetidin-1-yl]ethyl]piperidine-1-carboxylic acid tert-butyl ester